2-(4-Cyclopropyl-6-methoxypyrimidin-5-yl)-8-(4-(5-methyl-3-(trifluoromethyl)-1H-pyrazol-1-yl)benzyl)-7,8-dihydro-pteridin-6(5H)-one C1(CC1)C1=NC=NC(=C1C1=NC=2N(CC(NC2C=N1)=O)CC1=CC=C(C=C1)N1N=C(C=C1C)C(F)(F)F)OC